N1CC(C1)N1N=CC(=C1)C1=C(C2=C(C(=N1)Cl)C=CS2)C2=C(C=C(C=C2)F)OCCOC 6-(1-(azetidin-3-yl)-1H-pyrazol-4-yl)-4-chloro-7-(4-fluoro-2-(2-methoxyethoxy)phenyl)thieno[3,2-c]pyridine